BrCCOCCOCC(C)(C)S(=O)(=O)C1(CC1)CN1C(C2=C(CC1)C(=NN2)C(=O)OCC)=O ethyl 6-((1-((1-(2-(2-bromoethoxy)ethoxy)-2-methylpropan-2-yl)sulfonyl)cyclopropyl)methyl)-7-oxo-4,5,6,7-tetrahydro-1H-pyrazolo[3,4-c]pyridine-3-carboxylate